C(CCCCCCCC=CCC=CCC=CCC)(=O)N 9,12,15-octadecatrienoylamine